C(C1=CC=CC=C1)OC1CCC(CC1)C(C)(C)NC(OC(C)(C)C)=O tert-Butyl (2-((1r,4r)-4-(benzyloxy)cyclohexyl)propan-2-yl)carbamate